5-chloro-2-fluoro-3-((1-((6-(1-hydroxyethyl)-2-oxo-1,2-dihydropyridin-3-yl)methyl)-6-oxo-4-(1,1,2,2-tetrafluoroethyl)-1,6-dihydropyrimidin-5-yl)oxy)benzonitrile ClC=1C=C(C(=C(C#N)C1)F)OC1=C(N=CN(C1=O)CC=1C(NC(=CC1)C(C)O)=O)C(C(F)F)(F)F